1-Hydroxy-6-hydroxymethylanthraquinone OC1=CC=CC=2C(C3=CC(=CC=C3C(C12)=O)CO)=O